FC(OC1=C(C=CC=C1)C1=CC(=CC=2CNS(OC21)(=O)=O)F)(F)F 8-(2-trifluoromethoxyphenyl)-6-fluoro-3,4-dihydrobenzo[e][1,2,3]oxathiazine 2,2-dioxide